FC1=C(C=CC(=C1)N1N=CC=C1)NC1=NC=C2C=CC(=NC2=C1)[S@](=O)C1CCNCC1 N-[2-fluoro-4-(pyrazol-1-yl)phenyl]-2-[(R)-piperidine-4-sulfinyl]-1,6-naphthyridin-7-amine